(3-aminopyrazolo[1,5-a]pyrazin-2-yl)(4-bromopyridin-3-yl)methanone NC=1C(=NN2C1C=NC=C2)C(=O)C=2C=NC=CC2Br